NC=1C(=C2C=CC(=NC2=CC1)C1CC1)N(S(=O)(=O)C)C N-(6-amino-2-cyclopropylquinolin-5-yl)-N-methylmethanesulfonamide